ClC1=C(C=C(C=C1F)F)C1=CC2=C(O[C@H](CN2S(=O)(=O)C2=CC(=CC=C2)C(F)(F)F)CNC(C(C)(C)F)=O)C=C1 (S)-N-((6-(2-chloro-3,5-difluorophenyl)-4-((3-(trifluoromethyl)phenyl)sulfonyl)-3,4-dihydro-2H-benzo[b][1,4]-oxazin-2-yl)methyl)-2-fluoro-2-methylpropanamide